C(C)(=O)N1N(C(C(=C(C1OC)C1=CC=CC=C1)Cl)=O)C1=CC=C(C=C1)CCC(=O)NC1=C(C(=O)O)C=CC=C1 2-(4-(2-acetyl-5-chloro(phenyl)-3-methoxy-6-oxopyridazin-1(6H)-yl)-3-phenylpropionamido)benzoic acid